N-{3-fluoro-4-[(6-(methyloxy)-7-{[3-(4-methylpiperazin-1-yl)propyl]oxy}quinazolin-4-yl)oxy]phenyl}-N'-(4-fluorophenyl)cyclobutane-1,1-dicarboxamide FC=1C=C(C=CC1OC1=NC=NC2=CC(=C(C=C12)OC)OCCCN1CCN(CC1)C)NC(=O)C1(CCC1)C(=O)NC1=CC=C(C=C1)F